monoethylene glycol monomethyl ether COCCO